N,N-Dimethyl-N',N'-di(2-hydroxypropyl)-1,3-propylenediamine CN(CCCN(CC(C)O)CC(C)O)C